O=C1N(C(C2=CC=CC=C12)=O)CC1(CNCCC1)C#N 3-[(1,3-dioxoisoindolin-2-yl)methyl]piperidine-3-carbonitrile